2-[(4-{6-[(4-chloro-2-fluorobenzyl)oxy]pyridin-2-yl}piperidin-1-yl)methyl]-1-[2-(1H-1,2,4-triazol-1-yl)ethyl]-1H-benzimidazole-6-carboxylic acid ClC1=CC(=C(COC2=CC=CC(=N2)C2CCN(CC2)CC2=NC3=C(N2CCN2N=CN=C2)C=C(C=C3)C(=O)O)C=C1)F